C1(C(C(=C1)C1=NC2=CC=CC=C2C=C1)=O)=O Cyclobutenedionyl-quinoline